2-(2-(1,4-dimethyl-1H-1,2,3-triazol-5-yl)-4-(phenyl-(tetrahydro-2H-pyran-4-yl)methyl)-4H-furo[2',3':4,5]pyrrolo[3,2-b]pyridin-6-yl)propan-2-ol CN1N=NC(=C1C1=CC2=C(C3=NC=C(C=C3N2C(C2CCOCC2)C2=CC=CC=C2)C(C)(C)O)O1)C